[2-(2-azido-1,1-dimethyl-ethyl)-2'-fluoro-5'-methoxy-biphenyl-4-yl]-methanol N(=[N+]=[N-])CC(C)(C)C1=C(C=CC(=C1)CO)C1=C(C=CC(=C1)OC)F